OC1=C(C=C(C=C1)NC(C)=O)\C=C\[N+](=O)[O-] (E)-N-(4-hydroxy-3-(2-nitrovinyl)phenyl)acetamide